Cl.C(C)N ethan-1-amine, hydrochloride